O=C1CCCN(C1)C 5-oxo-1-methylpiperidine